ClC=1C=C(C=CC1)C(C(OC(=O)N[C@H](C(=O)N[C@H](C(=O)OC)C[C@H]1C(NCC1)=O)CC(CC)C)C1=CC=CC=C1)(F)F methyl (2S)-2-((2S)-2-(((2-(3-chlorophenyl)-2,2-difluoro-1-phenylethoxy)carbonyl)amino)-4-methylhexanamido)-3-((S)-2-oxopyrrolidin-3-yl)propanoate